7-(2-chloro-5-fluorophenyl)-6-{[(2,4-dimethoxyphenyl)methyl]amino}-7-hydroxy-8,9-dihydro-7H-pyrrolo[4,3-h]quinolin-9-one ClC1=C(C=C(C=C1)F)C1(NC(C=2C1=C(C=C1C=CC=NC21)NCC2=C(C=C(C=C2)OC)OC)=O)O